C[NH+]1C[C@@H](C=C2C=3C=CC=C4NC=C(C[C@@H]12)C34)C(N(OC3CCOCC3)C)=O (4R,6R,7R)-6-methyl-4-[methyl(oxan-4-yloxy)carbamoyl]-6,11-diazatetracyclo[7.6.1.02,7.012,16]hexadeca-1(16),2,9,12,14-pentaen-6-ium